(2S,4R)-1-(2-(4-amino-5-methyl-7H-pyrrolo[2,3-d]pyrimidin-7-yl)acetyl)-N-(3-chloro-2-fluorobenzyl)-4-fluoropyrrolidine-2-carboxamide NC=1C2=C(N=CN1)N(C=C2C)CC(=O)N2[C@@H](C[C@H](C2)F)C(=O)NCC2=C(C(=CC=C2)Cl)F